C(N)(OP(=O)(NC(C)C)N)=O isopropyldiaminophosphoryl carbamate